OC1=NC(=NC=C1C(=O)O)S 4-hydroxy-2-mercapto-5-pyrimidinecarboxylic acid